ICC(CI)(C)C 1,3-diiodo-2,2-dimethylpropane